C1(=CC=C(C=C1)C(=O)C(C(=O)O)=C)C p-toluoyl-acrylic acid